CC1=[N+](C=C(N=C1)C(N[C@H]1C[C@H](CCC1)NC1=CC(=NC2=CC=C(C=C12)C)C(F)(F)F)=O)[O-] 2-methyl-5-{[(1R,3S)-3-{[6-methyl-2-(trifluoromethyl)quinolin-4-yl]amino}cyclohexyl]carbamoyl}pyrazin-1-ium-1-olate